C(=O)(O)[C@H]1OC(C2=CC(=C(C(=C2C1[C@H](C(=O)O)CC(=O)O)O)O)O)=O (2R)-2-[(3S)-3-carboxy-5,6,7-trihydroxy-1-oxo-3,4-dihydroisochromen-4-yl]succinic acid